C(CCCCCCC=O)=O octanedial